N-(2-(piperidin-4-yl)ethyl)-2-(thiazol-5-yl)cyclopropanamine N1CCC(CC1)CCNC1C(C1)C1=CN=CS1